[N+](=O)([O-])C=1C=CC(=C(C1)S(=O)(=O)N1CCCCCC1)C#CCCC 1-((5-Nitro-2-(pent-1-yn-1-yl)phenyl)sulfonyl)azepane